8-methyl-2-[4-(4-methylpiperazin-1-yl)anilino]-6-(7-prop-2-enoyl-4,7-diazaspiro[2.5]octan-4-yl)pyrido[2,3-d]pyrimidin-7-one CN1C(C(=CC2=C1N=C(N=C2)NC2=CC=C(C=C2)N2CCN(CC2)C)N2C1(CC1)CN(CC2)C(C=C)=O)=O